3-(2-(azetidin-1-yl)ethyl)-4,5-difluoro-1H-indazole N1(CCC1)CCC1=NNC2=CC=C(C(=C12)F)F